C(C)(C)(C)OC(=O)N1CC(C=2C3=C(C=CC12)C(=CC=C3)N(C)C)C 6-(dimethylamino)-1-methyl-1,2-dihydro-3H-benzo[e]Indole-3-carboxylic acid tert-butyl ester